2,6-dimethyl-9,10-diacetyloxyanthracene CC1=CC2=C(C3=CC=C(C=C3C(=C2C=C1)OC(C)=O)C)OC(C)=O